N-[Trans-(7RS,9RS)-3-cyclopropyl-5-(2-methylpropylsulfamoyl)-9-(pyridin-3-ylcarbamothioylamino)-8,9-dihydro-7H-cyclopenta[h]isochinolin-7-yl]pyridin-3-carboxamid C1(CC1)C=1N=CC2=C3C(=CC(=C2C1)S(NCC(C)C)(=O)=O)[C@@H](C[C@H]3NC(NC=3C=NC=CC3)=S)NC(=O)C=3C=NC=CC3 |r|